bis{4-[ethyl-(2-hydroxyethyl)carbamoyl]benzyl} trithiocarbonate C(SCC1=CC=C(C=C1)C(N(CCO)CC)=O)(SCC1=CC=C(C=C1)C(N(CCO)CC)=O)=S